COC1=C(C=CC(=C1)OC)CNC 1-(2,4-Dimethoxyphenyl)-N-methylmethylamine